[N+](=O)([O-])C1=CC2=C(CCO2)C=C1NC(C)=O N-(6-nitro-2,3-dihydrobenzofuran-5-yl)acetamide